CC1=NNC2=C1N=C(N=C2)N2C1(CC1)COCC2 4-(3-Methyl-1H-pyrazolo[4,3-d]pyrimidin-5-yl)-7-oxa-4-azaspiro[2.5]octane